OCC1=CC(=NC=C1)NC([C@H](C1CCC(CC1)C)NC(OC(C)(C)C)=O)=O tert-butyl ((S)-2-((4-(hydroxymethyl)pyridin-2-yl)amino)-1-((1r,4S)-4-methylcyclohexyl)-2-oxoethyl)carbamate